CC=1C=C(C=CC1NC1=NNC(=C1)C1=CC=C(C=C1)C=1C=NN(C1)C)NC(OC)=O methyl (3-methyl-4-((5-(4-(1-methyl-1H-pyrazol-4-yl)phenyl)-1H-pyrazol-3-yl)amino)phenyl)carbamat